ClC=1C=C(C=CC1OC1=CC(=CC=C1)C(F)(F)F)NC=1C2=C(N=CN1)C=CN2CCNC(CC(C)(C)O)=O N-(2-(4-((3-chloro-4-(3-(trifluoromethyl)phenoxy)phenyl)amino)-5H-pyrrolo[3,2-d]pyrimidin-5-yl)ethyl)-3-hydroxy-3-methyl-butanamid